C(C)O\C=C\B1OC(C)(C)C(C)(C)O1 (E)-1-ethoxyethen-2-boronic acid pinacol ester